FC=1C=C(C=CC1)N1N=CC=2C(=CC=CC12)C=O 1-(3-fluorophenyl)-1H-indazole-4-carbaldehyde